tert-butyl (5-(3-((4-(6-aminohexyl)-1-phenyl-1H-imidazol-2-yl)carbamoyl)phenyl)pyridin-2-yl)carbamate NCCCCCCC=1N=C(N(C1)C1=CC=CC=C1)NC(=O)C=1C=C(C=CC1)C=1C=CC(=NC1)NC(OC(C)(C)C)=O